(S)-2-(4-Tritylpiperazin-2-yl)acetonitrile C(C1=CC=CC=C1)(C1=CC=CC=C1)(C1=CC=CC=C1)N1C[C@@H](NCC1)CC#N